CC1=C(C(=CC=C1)C)C=1C=C(C=NC1)[C@H](CC(=O)O)NC([C@@H](CC(C)C)N1C(CC(CC1)C(F)(F)F)=O)=O (3S)-3-(5-(2,6-dimethylphenyl)pyridin-3-yl)-3-((2R)-4-methyl-2-(2-oxo-4-(trifluoromethyl)piperidin-1-yl)pentanamido)propanoic acid